2-(3-fluorobenzyl)-7-(5-methyl-2-((1-methyl-1h-pyrazole-5-yl)amino)pyrimidin-4-yl)-3,4-dihydropyrrolo[1,2-a]pyrazine-1(2H)-one FC=1C=C(CN2C(C=3N(CC2)C=C(C3)C3=NC(=NC=C3C)NC3=CC=NN3C)=O)C=CC1